8-hydroxy-1-methyl-4-[4-methyl-4-(5-methyl-1,3-benzoxazol-2-yl)piperidin-1-yl]-2-oxo-1,2-dihydroquinoline-3-carbonitrile OC=1C=CC=C2C(=C(C(N(C12)C)=O)C#N)N1CCC(CC1)(C=1OC2=C(N1)C=C(C=C2)C)C